4-(1R,3AS,4R,8AS,8BR)-[1-Difluoromethyl-2-(4-Fluorobenzyl)-3-Oxodecahydropyrrolo[3,4-A]Pyrrolizin-4-YL]Benzamidine FC([C@@H]1N(C([C@H]2[C@@H]1[C@@H]1CCCN1[C@H]2C2=CC=C(C(=N)N)C=C2)=O)CC2=CC=C(C=C2)F)F